3-acetoxyquinuclidine C(C)(=O)OC1CN2CCC1CC2